N=1C=CN2C1C=CC(=C2)C=2C=C(N)C=CC2 3-(imidazo[1,2-a]pyridin-6-yl)aniline